N-(4,4-diethyl-4H-thiazolo[5',4':4,5]pyrano[2,3-c]pyridin-2-yl)-4,6-dimethoxypyrimidine-5-carboxamide C(C)C1(C2=C(C3=C(C=NC=C3)O1)SC(=N2)NC(=O)C=2C(=NC=NC2OC)OC)CC